C(C(O)C)(=O)[O-].[Zn+2].[O-]P([O-])(=O)OP(=O)([O-])O.[Zn+2] zinc pyrophosphate zinc lactate